Cl.ClC=1C=C2C3C=CC(C2=CC1)N3 4-Chloro-11-azatricyclo[6.2.1.02,7]undeca-2,4,6,9-tetraene hydrochloride